2,2-dimethyl-phenylacetic acid methyl ester COC(CC1C(C=CC=C1)(C)C)=O